NC1=C(C=2C(=NC=C(C2S1)F)C=1C2=C(C=3C=NC(=NC3C1F)N1[C@H]([C@H](CC1)N1[C@H](CN(CC1)C)C)C)COC2)C#N 2-Amino-4-(3-((2S,3S)-3-((S)-2,4-dimethylpiperazin-1-yl)-2-methylpyrrolidin-1-yl)-5-fluoro-7,9-dihydrofuro[3,4-f]quinazolin-6-yl)-7-fluorothieno[3,2-c]pyridine-3-carbonitrile